C(C)C1=NN(C(=C1)C(=O)OCC)COCC[Si](C)(C)C ethyl 3-ethyl-1-((2-(trimethylsilyl) ethoxy) methyl)-1H-pyrazole-5-carboxylate